ClC1=CC=C(/C=C/C=2C=C(C(=O)OC)C=CC2)C=C1 Methyl (E)-3-(4-chlorostyryl)benzoate